4-(4-(2-amino-6-vinylquinazolin-7-yl)piperazin-1-yl)-4-methyltetrahydrofuran-3-ol NC1=NC2=CC(=C(C=C2C=N1)C=C)N1CCN(CC1)C1(C(COC1)O)C